5-(4-chloro-2-fluorophenyl)-7-((2R)-2-(3-methoxy-phenyl)-4-morpholinyl)-2,3-dimethylpyrido[4,3-d]pyrimidin-4(3H)-one ClC1=CC(=C(C=C1)C1=NC(=CC=2N=C(N(C(C21)=O)C)C)N2C[C@H](OCC2)C2=CC(=CC=C2)OC)F